O[C@H]1C[C@H]2C[C@@H]([C@H]3[C@@H]4CC[C@H]([C@@H](CCC(=O)[O-])C)[C@]4(CC[C@@H]3[C@]2(CC1)C)C)N1N=NC(=C1)CCC(=O)O 3α-hydroxy-7β-(4-(2-carboxyethyl)-1,2,3-triazol-1-yl)-5β-cholanoate